tolyl-aminoglyoxime C1(=C(C=CC=C1)C(C(=NO)N)=NO)C